(5-methyl-4,5,6,7-tetrahydrothiazolo[5,4-c]pyridin-2-yl)methanol CN1CC2=C(CC1)N=C(S2)CO